BrC1=C2C=CC=NC2=C(C=C1)C#N 5-bromoquinoline-8-carbonitrile